9-(o-carboxyphenyl)-6-hydroxy-3H-xanthene C(=O)(O)C1=C(C=CC=C1)C=1C2=CC=C(C=C2OC2=CCC=CC12)O